N-((1R,2S,5R)-2-((S)-3-((2-(4-aminobutyl)-6-(trifluoromethyl)quinazolin-4-yl)amino)-2-oxopyrrolidin-1-yl)-5-(tert-butylamino)cyclohexyl)acetamide NCCCCC1=NC2=CC=C(C=C2C(=N1)N[C@@H]1C(N(CC1)[C@@H]1[C@@H](C[C@@H](CC1)NC(C)(C)C)NC(C)=O)=O)C(F)(F)F